2-methoxy-4-(pyrrolidine-1-carbonyl)aniline COC1=C(N)C=CC(=C1)C(=O)N1CCCC1